CC(CC)C (R)-3-methylbutan